N(=NC(C#N)(CC)C)C(C#N)(CC)C Azobis(2-methylbutyronitrile)